Benzyl ((S)-1-Oxo-3-phenyl-1-(((S,E)-1-phenyl-4-(pyridin-4-yl)-but-3-en-2-yl)amino)propan-2-yl)carbamate O=C([C@H](CC1=CC=CC=C1)NC(OCC1=CC=CC=C1)=O)N[C@@H](CC1=CC=CC=C1)\C=C\C1=CC=NC=C1